CC(C)(C)[S@@](=O)\N=C/C1=C2C=NN(C2=CC=C1)C (R)-2-Methyl-N-[(1Z)-(1-methyl-1H-indazol-4-yl)methylidene]propane-2-sulfinamide